FC(CN1C=NC2=C1C=C(C=C2)C=2C(=CN1N=C(N=C(C12)OC)NC1CCC(CC1)(O)C)F)F (1s,4s)-4-((5-(1-(2,2-difluoroethyl)-1H-benzo[d]imidazol-6-yl)-6-fluoro-4-methoxypyrrolo[2,1-f][1,2,4]triazin-2-yl)amino)-1-methylcyclohexan-1-ol